FC1=CC=C(C=C1)C[C@H]1CN(CCC1)C(=O)C=1C=C(C=NC1OC)C1=CC(=C2C(=NC=NN21)N)C(F)(F)F 7-{5-[(3S)-3-[(4-fluorophenyl)methyl]piperidine-1-carbonyl]-6-methoxypyridin-3-yl}-5-(trifluoromethyl)pyrrolo[2,1-f][1,2,4]triazin-4-amine